COC1=CC=C(C=C1)CC(C(=O)O)NC 3-(4-methoxyphenyl)-2-(methylamino)propanoic acid